tert-butyl (S)-2-(cyanomethyl)-4-(5-hydroxy-3,4-dihydro-2H-pyrano[2,3-f]quinazolin-10-yl)piperazine-1-carboxylate C(#N)C[C@@H]1N(CCN(C1)C1=NC=NC2=CC(=C3C(=C12)OCCC3)O)C(=O)OC(C)(C)C